ClC=1C=C(C=C(C1)NS(=O)(=O)C)NC(=O)C=1SC(=C(C1)C1=NC=C(C=C1OCC1=CC(=CC(=C1)F)P(=O)(C)C)C(F)(F)F)C N-(3-chloro-5-(methylsulfonamido)phenyl)-4-(3-((3-(dimethylphosphoryl)-5-fluorobenzyl)oxy)-5-(trifluoromethyl)pyridin-2-yl)-5-methylthiophene-2-carboxamide